C(C)(C)(C)OC(=O)N1C(OC[C@@H]1C1=CC(=C(C=C1)C#N)C1=NC=NN1C(F)F)(C)C (S)-4-(4-cyano-3-(1-(difluoromethyl)-1H-1,2,4-triazol-5-yl)phenyl)-2,2-dimethyl-oxazolidine-3-carboxylic acid tert-butyl ester